O1COCC2C1C1=CC=CC=C1C2 4,4a,5,9b-tetrahydroindeno[1,2-d]-m-dioxine